Cl.CC=1N=C2C(=C3CCNCC13)CN(C2)C(CC2CN(C2)C2=NC=C(C=N2)C(F)(F)F)=O 1-(5-Methyl-1,3,6,7,8,9-hexahydro-2,4,7-triaza-cyclopenta[a]naphthalen-2-yl)-2-[1-(5-trifluoromethyl-pyrimidin-2-yl)-azetidin-3-yl]-ethanone hydrochloride